5,6-dibromo-1-phenyl-1H-benzo[d]imidazole BrC1=CC2=C(N(C=N2)C2=CC=CC=C2)C=C1Br